CS(=O)(=O)OC(COCCCNC(=O)OC(C)(C)C)C1=CC(=CC(=C1)Cl)Br [1-(3-bromo-5-chloro-phenyl)-2-[3-(tert-butoxycarbonylamino)propoxy]ethyl] methanesulfonate